[Ir].[Pt].[Pd] palladium platinum iridium